C(C)(=O)OCC=1NC(=C(C(C1C(=O)OCC)C1=C(C(=CC=C1)F)C1CCC1)C(=O)OC)C 3-ethyl 5-methyl 2-(acetoxymethyl)-4-(2-cyclobutyl-3-fluorophenyl)-6-methyl-1,4-dihydropyridine-3,5-dicarboxylate